3-bromo-1-(tetrahydro-2H-pyran-2-yl)-1H-pyrazolo[3,4-b]pyridine BrC1=NN(C2=NC=CC=C21)C2OCCCC2